2,6-diisocyanatohexanoic acid methyl ester COC(C(CCCCN=C=O)N=C=O)=O